1-(5-bromo-2-pyridyl)-3-(trifluoromethyl)azetidin-3-ol BrC=1C=CC(=NC1)N1CC(C1)(O)C(F)(F)F